8-(3-amino-5-(trifluoromethyl)piperidine-1-yl)quinoxaline-5-nitrile NC1CN(CC(C1)C(F)(F)F)C1=CC=C(C=2N=CC=NC12)C#N